C(C)(=O)OC\C=C(\C(NCCCCNC(C1=CC(=C(C(=C1)C)C)C)=O)=O)/C (E)-3-methyl-4-oxo-4-((4-(3,4,5-trimethylbenzamido)butyl)amino)but-2-en-1-yl acetate